[C@H]12CN(C[C@H](CC1)N2)C2=NC(=NC1=C(C(=CC=C21)C2=C1C=CCC1=CC(=C2)O)F)OC[C@]21CCCN1C[C@@H](C2)F 4-(4-((1R,5S)-3,8-diazabicyclo[3.2.1]octan-3-yl)-8-fluoro-2-(((2R,7aS)-2-fluorotetrahydro-1H-pyrrolizin-7a(5H)-yl)methoxy)quinazolin-7-yl)-1H-inden-6-ol